((methylthiomethyl)methyl)piperidin-4-ol CSCCN1CCC(CC1)O